ethyl 5-(4-(6-bromopyridazin-3-yl) phenyl)-2-((2-(trimethylsilyl) ethoxy) methyl)-2H-1,2,3-triazole-4-carboxylate BrC1=CC=C(N=N1)C1=CC=C(C=C1)C=1C(=NN(N1)COCC[Si](C)(C)C)C(=O)OCC